NC1=NC=2C=NC(=CC2C2=C1COC2)C(=O)N2C(CC[C@@H](C2)C)C=2C=C1C3(C(NC1=C(C2)Cl)=O)CC3 5'-((5S)-1-(4-amino-1,3-dihydrofuro[3,4-c][1,7]naphthyridine-8-carbonyl)-5-methylpiperidin-2-yl)-7'-chlorospiro[cyclopropane-1,3'-indolin]-2'-one